3-(2-dibenzofuranyl)phenylboronic acid C1=C(C=CC=2OC3=C(C21)C=CC=C3)C=3C=C(C=CC3)B(O)O